4-chloro-2-(5-fluoro-3-pyridinyl)-8-isopropyl-pyrazolo[1,5-a][1,3,5]Triazine ClC1=NC(=NC=2N1N=CC2C(C)C)C=2C=NC=C(C2)F